Cl.NCC1=C(NC)C=CC=C1 2-(aminomethyl)-N-methylaniline hydrochloride